Tributyl-(1-(1-naphthyl)vinyl)stannane C(CCC)[Sn](C(=C)C1=CC=CC2=CC=CC=C12)(CCCC)CCCC